C(C)(=O)N1CCN(CC1)[C@H]1CN(CC1)C(=O)OC(C)(C)C tert-Butyl (R)-3-(4-acetylpiperazin-1-yl)pyrrolidine-1-carboxylate